C1(CC1)C1=CC(=NN1)NC1=NC(=NC=C1)N1C[C@H]2CN([C@H]2C1)C(=O)OC(C)(C)C tert-butyl (1s,5r)-3-[4-[(5-cyclopropyl-1H-pyrazol-3-yl) amino] pyrimidin-2-yl]-3,6-diazabicyclo[3.2.0]heptane-6-carboxylate